5-(4,6-bis(3-methoxystyryl)pyrimidin-2-oxy)pentylguanidine trifluoroacetate FC(C(=O)O)(F)F.COC=1C=C(C=CC2=NC(=NC(=C2)C=CC2=CC(=CC=C2)OC)OCCCCCNC(=N)N)C=CC1